C1C(CC2=CC=CC=C12)C=1OC2=C(C=C(C=C2C(C1C)=O)C)C(C)NC1=C(C(=O)O)C=CC=C1 2-[1-(2-Indan-2-yl-3,6-dimethyl-4-oxo-chromen-8-yl)ethylamino]benzoic acid